CC1(OC[C@@H](O1)C(=O)N1CCC(CC1)C=NS(=O)C(C)(C)C)C N-((1-((R)-2,2-dimethyl-1,3-dioxolane-4-carbonyl)piperidin-4-yl)methylene)-2-methylpropane-2-sulfinamide